(1R,2S,5S)-N-((S)-1-cyano-2-((S)-2-oxopiperidin-3-yl)ethyl)-6,6-dimethyl-3-(2-(trifluoromethyl)isonicotinoyl)-3-azabicyclo[3.1.0]hexane-2-carboxamide C(#N)[C@H](C[C@H]1C(NCCC1)=O)NC(=O)[C@@H]1[C@H]2C([C@H]2CN1C(C1=CC(=NC=C1)C(F)(F)F)=O)(C)C